((4-(cyclopropylsulfonyl)phenyl)ethynyl)-2,6-dimethylpyridin-4-amine C1(CC1)S(=O)(=O)C1=CC=C(C=C1)C#CC=1C(=NC(=CC1N)C)C